COC1=C2C(NC(=NC2=CC(=C1)OC)C1=CC=C(C=C1)N1CCN(CC1)CC=1C=C2C(N(C(C2=CC1)=O)C1C(NC(CC1)=O)=O)=O)=O 5-((4-(4-(5,7-dimethoxy-4-oxo-3,4-dihydroquinazolin-2-yl)phenyl)piperazin-1-yl)methyl)-2-(2,6-dioxopiperidin-3-yl)isoindoline-1,3-dione